ClC=1N=C(C2=C(N1)C=CO2)NC2=NNC1=CC(=CC=C21)[C@@H]2C[C@@]21C(NC2=CC=C(C=C12)OC)=O (1r,2s)-2-{3-[(2-chlorofuro[3,2-d]pyrimidin-4-yl)amino]-1H-indazol-6-yl}-5'-methoxyspiro[cyclopropan-1,3'-indol]-2'(1'H)-one